N(=[N+]=[N-])C=1N=C(C=2C(N1)=CN(N2)CC2=C(C=C(C=C2)N2CCC(CC2)C(=O)O)OC)NCCCC 1-(4-((5-azido-7-(butylamino)-2H-pyrazolo[4,3-d]pyrimidin-2-yl)methyl)-3-methoxyphenyl)piperidine-4-carboxylic acid